CC1CCN(CC1)C(C1=C(SC2=C1CCCC2)CC(=O)N)C=2C=NC=CC2 {3-[(4-methyl-1-piperidinyl)(3-pyridinyl)methyl]-4,5,6,7-tetrahydro-1-benzothien-2-yl}acetamide